rac-(3aR,5R,7S,7aR)-1-isopropyl-5-(2-methoxyphenyl)-3,3,7-trimethyl-octahydrobenzo[c]isoxazole C(C)(C)N1OC([C@H]2[C@H]1[C@H](C[C@H](C2)C2=C(C=CC=C2)OC)C)(C)C |r|